NC1=C(N)C=CC(=C1)S(=O)(=O)C1=CC(=C(C=C1)N)N 2-amino-4-((3,4-diaminophenyl)sulfonyl)aniline